(R)-N-(2-(difluoromethoxy)-4-((R)-3-methylpiperazin-1-yl)phenyl)-9-methyl-6-oxo-6,7,8,9-tetrahydropyrido[3',2':4,5]pyrrolo[1,2-a]pyrazine-2-carboxamide FC(OC1=C(C=CC(=C1)N1C[C@H](NCC1)C)NC(=O)C=1C=CC=2C=C3N([C@@H](CNC3=O)C)C2N1)F